2-chloro-3,4'-difluoro-[1,1'-biphenyl] ClC1=C(C=CC=C1F)C1=CC=C(C=C1)F